(1S,3S)-3-((2-methyl-6-(1-methyl-5-(((6-(3-methyl-4H-1,2,4-triazol-4-yl)pyrimidin-4-yl)oxy)methyl)-1H-1,2,3-triazol-4-yl)pyridin-3-yl)oxy)cyclohexane-1-carboxylic acid CC1=NC(=CC=C1O[C@@H]1C[C@H](CCC1)C(=O)O)C=1N=NN(C1COC1=NC=NC(=C1)N1C(=NN=C1)C)C